CC1(C)CCCC(C)=C1\C=C\C(\C)=C\C=C\C(\C)=C\C=C\C=C(/C)\C=C\C=C(/C)\C=C\C1=C(C)CCCC1(C)C anti-β-carotene